[C@H](C)(CC)[C@@H]1N(CC2=C(NC1=O)C=CC=C2)C(=O)NCCN2C[C@H](CC2)O (S)-3-((S)-sec-butyl)-N-(2-((S)-3-hydroxypyrrolidin-1-yl)ethyl)-2-oxo-1,2,3,5-tetrahydro-4H-benzo[e][1,4]diazepine-4-carboxamide